tert-Butyl ((S)-3-(((S)-1-(3-chloro-6-pivalamidopyridazin-4-yl)-2-cyclopropoxyethyl)amino)-1,1,1-trifluoropropan-2-yl)carbamate ClC=1N=NC(=CC1[C@@H](COC1CC1)NC[C@@H](C(F)(F)F)NC(OC(C)(C)C)=O)NC(C(C)(C)C)=O